[3-[3-(1,3-benzodioxol-4-yl)-1H-pyrazolo[3,4-b]pyrazin-6-yl]-7-(4-methyl-1,3-thiazol-2-yl)-3-azabicyclo[4.1.0]heptan-7-yl]methanamine O1COC2=C1C=CC=C2C2=NNC1=NC(=CN=C12)N1CC2C(C2CC1)(C=1SC=C(N1)C)CN